C(C)C=1C=NC=CC1 3-ethylpyridine